1-octadecanoyl-2-(11Z-octadecenoyl)-sn-glycero-3-phosphocholine CCCCCCCCCCCCCCCCCC(=O)OC[C@H](COP(=O)([O-])OCC[N+](C)(C)C)OC(=O)CCCCCCCCC/C=C\CCCCCC